(E)-3-(3,4-dimethoxyphenyl)-1-phenylprop-2-en-1-one COC=1C=C(C=CC1OC)/C=C/C(=O)C1=CC=CC=C1